OCCN(C(=O)C1CCC(CC1)N1C(C=2C(C=C1)=NN(C2)COCC[Si](C)(C)C)=O)C (1s,4s)-N-(2-hydroxyethyl)-N-methyl-4-(4-oxo-2-((2-(trimethylsilyl)ethoxy)methyl)-2,4-dihydro-5H-pyrazolo[4,3-c]pyridin-5-yl)cyclohexane-1-carboxamide